4-(5-(Trifluoromethyl)-1,3,4-oxadiazol-2-yl)pyridin-2(1H)-one FC(C1=NN=C(O1)C1=CC(NC=C1)=O)(F)F